COC(C1=CN=C(C=C1)CBr)=O.N(=[N+]=[N-])CC1=NC=C(C(=O)OC)C=C1 methyl 6-(azidomethyl)nicotinate Methyl-6-(bromomethyl)nicotinate